3-((3R,4S)-1-(2-chloro-4-fluorophenylethyl)-3-((dimethylamino)methyl)-4-hydroxypiperidin-4-yl)benzamide ClC1=C(C=CC(=C1)F)CCN1C[C@H]([C@](CC1)(O)C=1C=C(C(=O)N)C=CC1)CN(C)C